Cl.NC1C2(CC3CC(CC1C3)C2)O Amino-1-hydroxyadamantane hydrochloride